4-((4-(Isoindolin-2-ylmethyl)-2-(2,2,2-trifluoroacetamido)phenoxy)methyl)-N,N-dimethylbenzamide C1N(CC2=CC=CC=C12)CC1=CC(=C(OCC2=CC=C(C(=O)N(C)C)C=C2)C=C1)NC(C(F)(F)F)=O